COC(C=CCCCC)=O.OC(=O)O hydroxyketone methyl-heptenoate